4-(7,8-dimethylimidazo[1,2-a]pyridin-3-yl)-2,2,8-trimethyl-2H-benzo[e][1,3]oxazine CC1=C(C=2N(C=C1)C(=CN2)C2=NC(OC1=C2C=CC=C1C)(C)C)C